N-((1R,4S)-8,9-difluoro-4-methoxy-6-oxo-1,4,5,6-tetrahydro-2H-pyrano[3,4-c]isoquinolin-1-yl)-5,6-difluoro-N-methyl-1H-indole-2-carboxamide FC=1C(=CC=2C3=C(NC(C2C1)=O)[C@H](OC[C@@H]3N(C(=O)C=3NC1=CC(=C(C=C1C3)F)F)C)OC)F